D-Leucic acid C([C@H](O)CC(C)C)(=O)O